N-[3-chloro-4-[4-(piperidine-4-carbonyl)piperazine-1-carbonyl]phenyl]-1-methyl-5-(2,3,4-trifluorophenyl)imidazole-2-carboxamide ClC=1C=C(C=CC1C(=O)N1CCN(CC1)C(=O)C1CCNCC1)NC(=O)C=1N(C(=CN1)C1=C(C(=C(C=C1)F)F)F)C